4-(3,3-dimethylpyrrolidin-1-yl)-N-(pyridin-4-yl-methyl)benzenesulfonamide CC1(CN(CC1)C1=CC=C(C=C1)S(=O)(=O)NCC1=CC=NC=C1)C